4-(4-(2-(4,4-difluoropiperidin-1-yl)-6-ethylpyrimidin-4-yl)-1H-pyrazole-1-yl)-3-(6-azaspiro[2.5]octan-6-yl)aniline FC1(CCN(CC1)C1=NC(=CC(=N1)C=1C=NN(C1)C1=C(C=C(N)C=C1)N1CCC2(CC2)CC1)CC)F